FC(OC1=CC=2C3=C(NC2C=C1)CCN(C3)C(=O)C3=NNC(=C3)C(F)(F)F)(F)F [8-(trifluoromethoxy)-1,3,4,5-tetrahydropyrido[4,3-b]indol-2-yl]-[5-(trifluoromethyl)-1H-pyrazol-3-yl]methanone